C(=CC)OC=CC propenyl oxide